tetrahydro-[3,4'-bipyridine]-6-carboxamide hydrochloride Cl.N1CC(CC=C1C(=O)N)C1=CC=NC=C1